3-tert-butoxycarbonyl-2-phenyl-1,3-oxazolidin-5-one C(C)(C)(C)OC(=O)N1C(OC(C1)=O)C1=CC=CC=C1